NCCN=[SH2]1CCCC1 ((2-aminoethyl)imino)tetrahydro-1H-1lambda6-thiophene